C(C)(C)(C)C1=NOC=C1C(=O)NC(C(=O)NC1=CC=C(C=C1)C1=NN=CN1C)CC1=C(C=CC(=C1)C1=CN(C(C=C1)=O)C(C)C)Cl 3-tert-butyl-N-[1-[[2-chloro-5-(1-isopropyl-6-oxo-3-pyridyl)phenyl]methyl]-2-[4-(4-methyl-1,2,4-triazol-3-yl)anilino]-2-oxo-ethyl]isoxazole-4-carboxamide